(1-(6-methylpicolinoyl)piperidin-4-yl)(5-phenyl-4,5-dihydro-1H-pyrazol-1-yl)methanone CC1=CC=CC(=N1)C(=O)N1CCC(CC1)C(=O)N1N=CCC1C1=CC=CC=C1